CSC1=C(C=CC=C1)C(NC(=O)C=1C(NC(=CC1)C(F)(F)F)=O)C=1C=C(C=CC1)C N-((2-(methylthio)phenyl)(m-tolyl)methyl)-2-oxo-6-(trifluoromethyl)-1,2-dihydropyridine-3-carboxamide